ClC=1C(=NC(=NC1)NC1=CC(=CC=C1)CCOC)NC1=C(C=CC=C1)P(=O)(C)C 5-chloro-N4-(2-dimethylphosphorylphenyl)-N2-[3-(2-methoxyethyl)phenyl]pyrimidine-2,4-diamine